1,2-bis(benzimidazol-2-yl)ethanol N1=C(NC2=C1C=CC=C2)C(CC=2NC1=C(N2)C=CC=C1)O